BrC1=C(C(=C(C(=C1)F)OC)F)N=C=S 1-bromo-3,5-difluoro-2-isothiocyanato-4-methoxybenzene